ClC1=CN=C2N1C=C(C=C2C(=O)NC2=CC(=CC=C2)C2(CC(C2)C)C2=NN=CN2C)CN[C@@H](C)C2CC2 3-chloro-6-((((S)-1-cyclopropylethyl)amino)methyl)-N-(3-((1s,3R)-3-methyl-1-(4-methyl-4H-1,2,4-triazol-3-yl)cyclobutyl)phenyl)imidazo[1,2-a]pyridine-8-carboxamide